ClC1(CC1)[C@](CN1N=CN=C1)(CC[C@H]1C(C1)(Cl)Cl)O (2R)-2-(1-chlorocyclopropyl)-4-[(1R)-2,2-dichloro-cyclopropyl]-1-(1H-1,2,4-triazol-1-yl)butan-2-ol